CS(=O)(=O)OC(C)C1CCN(CC1)C(=O)OC(C)(C)C tert-Butyl 4-(1-((methylsulfonyl)oxy)ethyl)piperidine-1-carboxylate